3-(4-chloro-1H-indol-6-yl)-1-[(2-chloro-6-methylpyridin-4-yl)methyl]urea ClC1=C2C=CNC2=CC(=C1)NC(NCC1=CC(=NC(=C1)C)Cl)=O